4-[1-(2-methyl-1H-benzoimidazol-5-yl)-1H-imidazo[4,5-c]pyridin-2-yl]-1,2,5-oxadiazol-3-amine CC1=NC2=C(N1)C=CC(=C2)N2C(=NC=1C=NC=CC12)C=1C(=NON1)N